C(C)(C)(C)OC(=O)C1=CC2=C(SC3=C(C(N2)=O)C=CC(=C3)C(=O)O)C=C1 8-(tert-butoxycarbonyl)-11-oxo-10,11-dihydrodibenzo[b,f][1,4]thiazepine-3-carboxylic acid